C(#N)CC1=NNC2=NC=C(C=C21)C2=CC=C(CNC1=C(C(=O)NC3=CC=C(C=C3)F)C=C(C=N1)C(F)(F)F)C=C2 2-(4-(3-(cyanomethyl)-1H-pyrazolo[3,4-b]pyridin-5-yl)benzylamino)-N-(4-fluorophenyl)-5-(trifluoromethyl)nicotinamide